3-(2-(5-(1H-indolbenzylidene)-3-(3-methoxyphenyl)-4-oxothiazolidine-2-ylidene)hydrazono)-5-fluoro-1H-indol-2-one N1C(=CC2=CC=CC=C12)C1=CC=CC=C1C=C1C(N(C(S1)=NN=C1C(NC2=CC=C(C=C12)F)=O)C1=CC(=CC=C1)OC)=O